COC[Si](=[Zr](C1C=CC2=CC=CC=C12)C1C=CC2=CC=CC=C12)C methoxydimethylsilylenebis(indenyl)zirconium